benzyl (3S)-4-[[1-[(4-fluoro-4-piperidyl)methyl]-4-piperidyl]methyl]-3-methyl-piperazine-1-carboxylate FC1(CCNCC1)CN1CCC(CC1)CN1[C@H](CN(CC1)C(=O)OCC1=CC=CC=C1)C